2-(cyclopropylmethoxy)-N4-(4-(difluoromethoxy)phenyl)pyrimidine-4,5-diamine C1(CC1)COC1=NC=C(C(=N1)NC1=CC=C(C=C1)OC(F)F)N